FC=1C=C2C(=NC1)NC=C2N2N=C(C=CC2=O)NCC2(CCCCC2)C(=O)O 1-(((1-(5-fluoro-1H-pyrrolo[2,3-b]pyridin-3-yl)-6-oxo-1,6-dihydropyridazin-3-yl)amino)methyl)cyclohexane-1-carboxylic acid